(Z)-N-hydroxy-7-(4-(2-methoxybenzylidene)-3-methyl-2,5-dioxoimidazolidin-1-yl)heptanamide ONC(CCCCCCN1C(N(\C(\C1=O)=C/C1=C(C=CC=C1)OC)C)=O)=O